(S)-6-(2,3-difluoro-5-(2-(1-methylpyrrolidin-2-yl)ethyl)phenethyl)-4-methylpyridin-2-amine FC1=C(CCC2=CC(=CC(=N2)N)C)C=C(C=C1F)CC[C@@H]1N(CCC1)C